6-cyano-N-(4-((6,7-dimethoxyquinolin-4-yl)oxy)-3-fluorophenyl)-5-(4-fluorophenyl)-1-cyclopropyl-4-oxo-1,4-dihydropyridine-3-carboxamide C(#N)C1=C(C(C(=CN1C1CC1)C(=O)NC1=CC(=C(C=C1)OC1=CC=NC2=CC(=C(C=C12)OC)OC)F)=O)C1=CC=C(C=C1)F